N-(2-aminophenyl)-2-(6-bromo-1-oxoisoindol-2-yl)-2-(5-chloro-2-methoxyphenyl)acetamide NC1=C(C=CC=C1)NC(C(C1=C(C=CC(=C1)Cl)OC)N1C(C2=CC(=CC=C2C1)Br)=O)=O